CNC(COC1=CC=C(C=C1)Cl)=O N-methyl-2-(4-chlorophenoxy)acetamide